(4-fluoro-2-methyl-phenoxy)-6-iodo-5-methyl-N-(3-methylsulfonylphenyl)pyridazine-4-carboxamide tert-butyl-(R)-3-((4-bromo-3,5-difluorobenzyl)carbamoyl)morpholine-4-carboxylate C(C)(C)(C)OC(=O)N1[C@H](COCC1)C(NCC1=CC(=C(C(=C1)F)Br)F)=O.FC1=CC(=C(OC=2N=NC(=C(C2C(=O)NC2=CC(=CC=C2)S(=O)(=O)C)C)I)C=C1)C